BrC1=CC(=C(C(=C1C(=O)O)O)C)O 6-bromo-2,4-dihydroxy-3-methylbenzoic acid